2,6-difluoro-thiobenzamide FC1=C(C(=S)N)C(=CC=C1)F